2-chloro-7-ethyl-9-(Tetrahydro-2H-pyran-4-yl)-7,9-dihydro-8H-purin-8-one ClC1=NC=C2N(C(N(C2=N1)C1CCOCC1)=O)CC